1-((3S)-4-(5-chloro-6-(5-methyl-1H-indazol-4-yl)[1,2]thiazolo[3,4-b]pyridin-3-yl)-3-meth-yl-1-piperazinyl)-2-propen-1-one ClC1=CC=2C(N=C1C1=C3C=NNC3=CC=C1C)=NSC2N2[C@H](CN(CC2)C(C=C)=O)C